1-(3-Acetyl-8,9-difluoro-6-oxo-1,2,3,4,5,6-hexahydrobenzo[c][1,7]naphthyridin-1-yl)-3-(3-cyano-4-fluorophenyl)-1-methylurea C(C)(=O)N1CC(C=2C3=C(C(NC2C1)=O)C=C(C(=C3)F)F)N(C(=O)NC3=CC(=C(C=C3)F)C#N)C